(1S,2S)-2-((2-(4,4-difluoropiperidin-1-yl)-6-methoxy-7-(3-(pyrrolidin-1-yl)propoxy)quinazolin-4-yl)amino)-1-(dimethylamino)butan-1-ol FC1(CCN(CC1)C1=NC2=CC(=C(C=C2C(=N1)N[C@H]([C@H](O)N(C)C)CC)OC)OCCCN1CCCC1)F